2-[4-[8-[3-chloro-4-(morpholine-4-carbonyl)anilino]imidazo[1,2-a]pyrazin-3-yl]-2,3-difluorophenoxy]acetonitrile ClC=1C=C(NC=2C=3N(C=CN2)C(=CN3)C3=C(C(=C(OCC#N)C=C3)F)F)C=CC1C(=O)N1CCOCC1